ClC=1C=C(C=CC1Cl)N1C(N(C(C2=CC=CC=C12)=O)C=1N=NC=CC1)=O 1-(3,4-dichlorophenyl)-3-(pyridazin-3-yl)quinazoline-2,4(1H,3H)-dione